methyl 1-(2-ethyl-6-fluoro-3-(((1R,4R)-4-((tetrahydro-2H-pyran-4-yl)oxy)cyclohexyl)methyl)-1H-indole-1-carbonyl)-4-(4-fluorophenyl)piperidine-4-carboxylate C(C)C=1N(C2=CC(=CC=C2C1CC1CCC(CC1)OC1CCOCC1)F)C(=O)N1CCC(CC1)(C(=O)OC)C1=CC=C(C=C1)F